4,5-dichlorothiophen ClC=1C=CSC1Cl